OC(CN1CC2=CC=CC(=C2CC1)C)(C)C 2-(2-hydroxy-2-methylpropyl)-5-Methyl-1,2,3,4-tetrahydroisoquinoline